FC1=CC=C(CC=2C=3N(C4=C(C2)N(CC4(C)C)C(C)=O)C=NN3)C=C1 1-(4-(4-fluorobenzyl)-8,8-dimethyl-7,8-dihydro-6H-pyrrolo[2,3-e][1,2,4]triazolo[4,3-a]pyridin-6-yl)ethan-1-one